N-((8-bromo-6-cyclopropylimidazo[1,2-a]pyridin-2-yl)methyl)-2-chloro-6-cyclopropyl-N-methylpyridin-4-amine BrC=1C=2N(C=C(C1)C1CC1)C=C(N2)CN(C2=CC(=NC(=C2)C2CC2)Cl)C